2,5-diamino-toluene NC1=C(C)C=C(C=C1)N